(1s,3s)-3-((5-(3-(2,2-difluoroethyl)-2-methyl-3H-imidazo[4,5-b]pyridin-5-yl)-7H-pyrrolo[2,3-d]pyrimidin-2-yl)amino)-N,N,1-trimethylcyclobutane-1-carboxamide FC(CN1C(=NC=2C1=NC(=CC2)C2=CNC=1N=C(N=CC12)NC1CC(C1)(C(=O)N(C)C)C)C)F